6-bromo-1,4-dihydro-4-oxo-3-quinolinecarboxylic acid chloride BrC=1C=C2C(C(=CNC2=CC1)C(=O)Cl)=O